methyl (R)-4-(3,5-difluoro-2-((S)-1-fluoroethyl)phenyl)-2-(fluoromethyl)-5-oxo-1,4,5,7-tetrahydrofuro[3,4-b]pyridine-3-carboxylate FC=1C(=C(C=C(C1)F)[C@@H]1C2=C(NC(=C1C(=O)OC)CF)COC2=O)[C@H](C)F